2-(5,7-Dichloro-2-methyl-1H-indol-3-yl)ethan-1-aminium chloride [Cl-].ClC=1C=C2C(=C(NC2=C(C1)Cl)C)CC[NH3+]